CC1=C(C=CC2=CC=C(C=C2)C=CC2=C(C=CC=C2)C)C=CC=C1 p-bis(o-methylstyryl)-benzene